N-propylpiperazine-1-carboximidamide C(CC)NC(=N)N1CCNCC1